C(#N)CS(=O)(=O)NC1=CNC2=CC=C(C=C12)C=1C=NN(C1)C1=CC=C(C=C1)CC 1-cyano-N-{5-[1-(4-ethylphenyl)-1H-pyrazol-4-yl]-1H-indol-3-yl}methanesulfonamide